FC1=C(C(=C(C=C1C1=NN(C2=NC(=NC=C21)N2[C@@H](COCC2)CC2=CC=C(C=C2)F)C)C(F)(F)F)F)O (R)-2,6-Difluoro-3-(6-(3-(4-fluorobenzyl)morpholino)-1-methyl-1H-pyrazolo[3,4-d]pyrimidin-3-yl)-5-(trifluoromethyl)phenol